P(=O)([O-])([O-])O.P(=O)(O)(O)O.[Ca+2] calcium orthophosphate (orthophosphate)